C(C)(C)(C)C1=CC=C(C=C1)S(=O)(=O)C1=C(C(=C(C(=O)OCC)C(=C1F)F)F)F ethyl 4-((4-(tert-butyl) phenyl) sulfonyl)-2,3,5,6-tetrafluorobenzoate